S1CNC(C1)=O 1,3-thiazolidin-4-on